4,8-bis[3-(dibenzothiophen-4-yl)phenyl]benzofuro[3,2-d]pyrimidine C1=CC=C(C=2SC3=C(C21)C=CC=C3)C=3C=C(C=CC3)C=3C2=C(N=CN3)C3=C(O2)C=CC(=C3)C3=CC(=CC=C3)C3=CC=CC2=C3SC3=C2C=CC=C3